C(C=C)OC1=C(C=CC=C1)NC=1C(C2=CC=CC=C2C(C1)=O)=O 2-(2-allyloxyphenylamino)-1,4-naphthoquinone